3-(2-chloro-4-methylsulfonyl-benzoyl)-2-phenylsulfanylbicyclo[3.2.1]oct-2-en-4-one ClC1=C(C(=O)C2=C(C3CCC(C2=O)C3)SC3=CC=CC=C3)C=CC(=C1)S(=O)(=O)C